(6-((4-(((4-nitronaphthalen-1-yl)oxy)methyl)pyridin-2-yl)amino)pyrazin-2-yl)acetic acid methyl ester COC(CC1=NC(=CN=C1)NC1=NC=CC(=C1)COC1=CC=C(C2=CC=CC=C12)[N+](=O)[O-])=O